O1C(=CC=C1)C(=O)N furoic acid amide